CC1(OB(OC1(C)C)C=1C=NC(=NC1)N1CC(CCC1)C(=O)O)C 1-(5-(4,4,5,5-tetramethyl-1,3,2-dioxaborolan-2-yl)pyrimidin-2-yl)piperidin-3-carboxylic acid